2,2,3,3,4,4,5,5,6,6,7,7,8,8,8-pentadecafluorooctyl-ethylene glycol FC(CC(CO)O)(C(C(C(C(C(C(F)(F)F)(F)F)(F)F)(F)F)(F)F)(F)F)F